OC1(CCN(CC1)CCC)C (R)-1-(4-hydroxy-4-methylpiperidin-1-yl)propane